(S)-N-(cyanomethyl)-6-((2-(5-hydroxy-1-methyl-1H-pyrazol-4-yl)pyrimidin-4-yl)amino)-4-((4-hydroxybutan-2-yl)amino)nicotinamide C(#N)CNC(C1=CN=C(C=C1N[C@@H](C)CCO)NC1=NC(=NC=C1)C=1C=NN(C1O)C)=O